Br[SiH2][SiH3] bromodisilane